1-[[2-(2,6-dioxo-3-piperidyl)-4-fluoro-1-oxo-isoindolin-5-yl]methyl]-3-[2-hydroxy-5-(trifluoromethyl)phenyl]urea O=C1NC(CCC1N1C(C2=CC=C(C(=C2C1)F)CNC(=O)NC1=C(C=CC(=C1)C(F)(F)F)O)=O)=O